tert-butyl 6-(6-methoxy-7-(5-methyl-1H-indazol-4-yl)-2-((1-methylpiperidin-4-yl) oxy) quinazolin-4-yl)-2,6-diazaspiro[3.4]Octane-2-carboxylate COC=1C=C2C(=NC(=NC2=CC1C1=C2C=NNC2=CC=C1C)OC1CCN(CC1)C)N1CC2(CN(C2)C(=O)OC(C)(C)C)CC1